NC1=CC=C(C=C1)C1=CC=C(C=C1)C 4-amino-4'-methylbiphenyl